CN(C(=O)C=1C(=CC=CC1)C1=CC=C(C=C1)C1=CNC2=NC=C(C=C21)C=2C=CC1=C(CC[C@H](CC1)N1C3COCC1C3)C2)C N,N-Dimethyl-4'-{5-[(7S)-7-{3-oxa-6-azabicyclo[3.1.1]heptan-6-yl}-6,7,8,9-tetrahydro-5H-benzo[7]annulen-2-yl]-1H-pyrrolo[2,3-b]pyridin-3-yl}-[1,1'-biphenyl]-2-carboxamide